C(C)(C)(C)OC(=O)N1CC2=CC=C(C=C2CC1)Br.N[C@@H]1C2=CC=CC=C2NC12CCN(CC2)C=2C(NC(=CN2)SC2=C(C(=CC=C2)Cl)Cl)=O (R)-3-(3-aminospiro[indoline-2,4'-piperidin]-1'-yl)-6-((2,3-dichlorophenyl)thio)pyrazin-2(1H)-one tert-butyl-6-bromo-3,4-dihydroisoquinoline-2(1H)-carboxylate